[N+](=O)([O-])C(C(=O)OC)C methyl nitropropionate